CC1(OB(OC1(C)C)C1=CC=C(C=C1)S(=O)C)C 4,4,5,5-tetramethyl-2-(4-(methylsulfinyl)phenyl)-1,3,2-dioxaborolane